(6aS,8S)-8-(1H-tetrazol-5-yl)-5-(4-(trifluoromethyl)phenyl)-6,6a,7,8,9,10-hexahydro-5H-pyrido[1,2-a]quinoxaline N1N=NN=C1[C@@H]1C[C@@H]2N(C=3C=CC=CC3N(C2)C2=CC=C(C=C2)C(F)(F)F)CC1